C1(CCCC1)N1[C@@H](C(N(C=2C=NC(=NC12)NC1=C(C=C(C=C1)N1N=NC(=C1)C(=O)N1CCN(CC1)C)OC)C)=O)CC (R)-8-cyclopentyl-7-ethyl-2-((2-methoxy-4-(4-(4-methylpiperazine-1-carbonyl)-1H-1,2,3-triazol-1-yl)phenyl)amino)-5-methyl-7,8-dihydropteridin-6(5H)-one